C(C)C1=CC(=CC2=C1N=C(S2)C(=O)OC=2C=CC(=C1C=CC=NC21)S(=O)(=O)N2C(CCC2)C=2C=NC=CC2)Br 5-[2-(3-pyridyl)pyrrolidin-1-yl]sulfonylquinolin-8-ol ethyl-6-bromo-1,3-benzothiazole-2-carboxylate